(E)-2-(3,4-Dihydroxystyryl)-3-methylbenzo[d]thiazole OC=1C=C(/C=C/C2SC3=C(N2C)C=CC=C3)C=CC1O